C(#N)C1=CC=C(C=C1)C=CC(=O)O 3-(4-cyanophenyl)acrylic acid